(R)-1-(o-tolyl)ethyl (1-methyl-4-(6-methyl-5-(methyl-sulfonamido)pyridin-2-yl)-1H-1,2,3-triazol-5-yl)carbamate CN1N=NC(=C1NC(O[C@H](C)C1=C(C=CC=C1)C)=O)C1=NC(=C(C=C1)NS(=O)(=O)C)C